proPan CCC